tert-Butyl 6-chloro-1-((4-chlorophenyl)carbamoyl)-3,4-dihydro-1H-pyrido[3,4-b]indole-2(9H)-carboxylate ClC=1C=C2C3=C(NC2=CC1)C(N(CC3)C(=O)OC(C)(C)C)C(NC3=CC=C(C=C3)Cl)=O